(3R,5R,8R,9S,10S,13S,14S,17R)-3-(fluoromethyl)-10,13-dimethyl-17-((2S,3S)-4,4,4-trifluoro-3-hydroxybutan-2-yl)hexadecahydro-1H-cyclopenta[a]phenanthren-3-ol FC[C@]1(CC[C@@]2([C@H]3CC[C@@]4([C@H](CC[C@H]4[C@@H]3CC[C@@H]2C1)[C@H](C)[C@@H](C(F)(F)F)O)C)C)O